BrC1=C2C3=C(N(C2=CC=C1)C1C(NC(CC1)=O)=O)N=CC=C3 3-(5-Bromopyrido[2,3-b]indol-9-yl)piperidine-2,6-dione